ClC1=NC(=C(C(=O)OC)C(=C1)I)F methyl 6-chloro-2-fluoro-4-iodonicotinate